C(#N)CC1=CC=C(C=C1)N(C=O)C1C[C@@H](CCC1C(C)C)C (1R,2S,5R)-N-(4-(cyanomethyl)phenyl)menthylformamide